CN(C(CCC(=O)[O-])=O)C 4-(dimethylamino)-4-oxo-butyrate